C(#N)C1=CC=C(CC(CN)N)C=C1 (4-(cyano)benzyl)ethane-1,2-diamine